C1(CC1)NC(=O)C1=NC(=C(C=C1)N1CCN(CC1)CC1=CC=C2C=C(C(NC2=C1F)=O)C1CC1)F N-cyclopropyl-5-{4-[(3-cyclopropyl-8-fluoro-2-oxo-1H-quinolin-7-yl)methyl]piperazin-1-yl}-6-fluoropyridine-2-carboxamide